BrC=1C=NN(C1C1=CC=C(C=2N1C=NC2)OC2CC2)C 5-(4-bromo-1-methyl-1H-pyrazol-5-yl)-8-cyclopropoxyimidazo[1,5-a]pyridine